Palladium (II) methylbenzenesulfonate COS(=O)(=O)C1=CC=CC=C1.[Pd+2]